(2S,3R,4R,6S)-2,3,4,6-tetrakis(4-((9H-carbazol-9-yl)oxy)-9H-carbazol-9-yl)-5-fluorobenzonitrile C1=CC=CC=2C3=CC=CC=C3N(C12)OC1=CC=CC=2N(C3=CC=CC=C3C12)C1=C(C#N)C(=C(C(=C1N1C2=CC=CC=C2C=2C(=CC=CC12)ON1C2=CC=CC=C2C=2C=CC=CC12)N1C2=CC=CC=C2C=2C(=CC=CC12)ON1C2=CC=CC=C2C=2C=CC=CC12)F)N1C2=CC=CC=C2C=2C(=CC=CC12)ON1C2=CC=CC=C2C=2C=CC=CC12